N=1C=NN2C1C(=CC=C2)CCCC2OCC(N1C2CNCC1)=O (3-([1,2,4]triazolo[1,5-a]pyridin-8-yl)propyl)hexahydropyrazino[2,1-c][1,4]oxazin-4(3H)-one